C(C)(C)(C)OC(=O)N1CC(C(CC1)CC(=O)OCC)=O.NC1=C2C([C@@]3([C@@](OC4=C3C=CC(=C4)C(C)C)(C2=CC=C1)O)NC(C)=O)=O N-((4bS,9bS)-1-amino-4b-hydroxy-7-isopropyl-10-oxo-4b,10-dihydro-9bH-indeno[1,2-b]benzofuran-9b-yl)acetamide tert-butyl-4-(2-ethoxy-2-oxoethyl)-3-oxopiperidine-1-carboxylate